2-(((cis-6-(Hydroxymethyl)tetrahydro-2H-pyran-2-yl)thio)methyl)-8-methylquinazolin-4(3H)-one OC[C@@H]1CCC[C@@H](O1)SCC1=NC2=C(C=CC=C2C(N1)=O)C